(S)-5-(3-chloro-4-(1-(2,4-difluorophenyl)ethoxy)-5',6-dimethyl-2-oxo-2H-[1,4'-bipyridyl]-2'-yl)-3,3-dimethyl-1,3-dihydro-2H-pyrrolo[3,2-b]pyridin-2-one ClC=1C(N(C(=CC1O[C@@H](C)C1=C(C=C(C=C1)F)F)C)C1=CC(=NC=C1C)C1=CC=C2C(=N1)C(C(N2)=O)(C)C)=O